CC(C1=CC=CC=C1)C=1C(=C(C=CC1)O)C(C1=CC=CC=C1)C di(α-methylbenzyl)phenol